NC1=NC2=CC=C(C=C2C=N1)C=1C(=C(C=CC1F)NS(=O)(=O)C1=C(C=C(C=C1)Cl)C(F)(F)F)F N-(3-(2-aminoquinazolin-6-yl)-2,4-difluorophenyl)-4-chloro-2-(trifluoromethyl)benzenesulfonamide